C1CCC2=C(C=3CCCC3C=C12)NC(=O)NS(=O)(=O)C1=CC2=C(O1)[C@@H]1CC[C@H]([C@@]2(C)O)C1 (4R,5S,8R)-N-((1,2,3,5,6,7-hexahydro-s-indacen-4-yl)carbamoyl)-4-hydroxy-4-methyl-5,6,7,8-tetrahydro-4H-5,8-methanocyclohepta[b]furan-2-sulfonamide